2-[(2R)-2-[3-(4-fluorophenyl)pyridin-2-yl]pyrrolidin-1-yl]-4,6-bis(trifluoromethyl)pyridine FC1=CC=C(C=C1)C=1C(=NC=CC1)[C@@H]1N(CCC1)C1=NC(=CC(=C1)C(F)(F)F)C(F)(F)F